Cl.O(C1=CC=CC=C1)CCCCCCC1=CC=C(C=C1)C(=O)N1CCNCC1 (4-(6-phenoxyhexyl)phenyl)(piperazin-1-yl)methanone hydrochloride